1,6-bis-(2-methacryloyloxy-ethoxycarbonylamino)-2,4,4-trimethylhexane C(C(=C)C)(=O)OCCOC(=O)NCC(CC(CCNC(=O)OCCOC(C(=C)C)=O)(C)C)C